N(=[N+]=[N-])C(C)(C)C1=CN=C(C2=CN=C(C=C12)Cl)O[C@H]1C[C@H](C1)C(=O)N(C)C cis-3-((4-(2-Azidopropan-2-yl)-6-chloro-2,7-naphthyridin-1-yl)oxy)-N,N-dimethylcyclobutane-1-carboxamide